S[SiH](S)CCCOCC1CO1 mercapto-3-glycidoxypropyl-[mercapto]silane